1-(1-acryloylazetidin-3-yl)-5-(naphthalen-1-yl)-1H-indole-3-carbonitrile C(C=C)(=O)N1CC(C1)N1C=C(C2=CC(=CC=C12)C1=CC=CC2=CC=CC=C12)C#N